bis[(3,4-epoxycyclohexyl) methyl] adipate C(CCCCC(=O)OCC1CC2C(CC1)O2)(=O)OCC2CC1C(CC2)O1